5-fluoro-4-oxo-3-(2-(1-oxo-6-(quinolin-4-yl)isoindolin-2-yl)butanamido)pentanoic acid FCC(C(CC(=O)O)NC(C(CC)N1C(C2=CC(=CC=C2C1)C1=CC=NC2=CC=CC=C12)=O)=O)=O